3,3-Dibromo-1-(4-fluorophenyl)prop-2-en-1-one tert-Butyl-(1-(3-(2-(4-methoxybenzylamino)-3-methylpyridin-4-yl)-1H-pyrazolo[3,4-b]pyrazin-6-yl)-4-methylpiperidin-4-yl)methylcarbamate C(C)(C)(C)N(C(O)=O)CC1(CCN(CC1)C1=CN=C2C(=N1)NN=C2C2=C(C(=NC=C2)NCC2=CC=C(C=C2)OC)C)C.BrC(=CC(=O)C2=CC=C(C=C2)F)Br